4-(6-isopropyl-5-(8-methoxy-[1,2,4]triazolo[1,5-a]pyridin-6-yl)-4H-pyrrolo[3,2-d]thiazol-2-yl)-N-methyl-N-(2-(methylsulfonyl)ethyl)cyclohexan-1-amine C(C)(C)C1=C(NC2=C1N=C(S2)C2CCC(CC2)N(CCS(=O)(=O)C)C)C=2C=C(C=1N(C2)N=CN1)OC